(2S)-2-benzyl-N-(8-fluoro-4-methyl-3-quinolyl)-3-(1-methylcyclopropyl)propanamide C(C1=CC=CC=C1)[C@@H](C(=O)NC=1C=NC2=C(C=CC=C2C1C)F)CC1(CC1)C